FC(C(F)(F)F)(S(=O)(=O)[C](S(=O)(=O)C(F)(F)F)S(=O)(=O)C(F)(F)F)F (perfluoroethanesulfonyl)bis(trifluoromethanesulfonyl)carbon